FC(OC1=CC=C(C(=O)O)C=C1)F 4-(Difluoromethoxy)benzoic acid